NC1=NC(N(C=C1C)[C@H]1C[C@@H]([C@@](O1)(CCl)COP(=O)(OC1=CC=CC=C1)N[C@@H](C)C(=O)OC(C)C)O)=O Isopropyl ((((2R,3S,5R)-5-(4-amino-5-methyl-2-oxopyrimidin-1(2H)-yl)-2-(chloromethyl)-3-hydroxytetrahydrofuran-2-yl) methoxy) (phenoxy)phosphoryl)-L-alaninate